4-morpholino-N-[(E)-m-tolylmethyleneamino]-6-(1H-pyrazol-4-yl)thieno[3,2-d]pyrimidin-2-amine O1CCN(CC1)C=1C2=C(N=C(N1)N/N=C/C=1C=C(C=CC1)C)C=C(S2)C=2C=NNC2